The molecule is the dihydrochloride salt of betazole. It has a role as a histamine agonist, a diagnostic agent and a gastrointestinal drug. It is a hydrochloride and a member of pyrazoles. It contains a betazole. C1=C(NN=C1)CCN.Cl.Cl